FC(F)(F)N1CCCC1 (2S)-(trifluoromethyl)pyrrolidine